C1(=CCCC1)C=1C=C(SC1)C1(CC1)C=1NC(C2=C(N1)CCN(C2)C(=O)OC(C)(C)C)=O tert-butyl 2-(1-(4-(cyclopent-1-en-1-yl)thiophen-2-yl)cyclopropyl)-4-oxo-3,5,7,8-tetrahydropyrido[4,3-d]pyrimidine-6(4H)-carboxylate